C(C)(=O)OCC1C(CC[C@H]2C(CCC[C@]12C)(C)C)=C ((4aS,8aS)-5,5,8a-trimethyl-2-methylenedecahydronaphthalen-1-yl)methyl acetate